dihydro-9-oxo-10-phosphaphenanthrene-10-oxide O=C1C2=CC=CC=C2C2=CCCCC2=P1=O